N1(CCCCC1)S(=O)(=O)C1=CC=C(CNC(OC2=CC=CC=C2)=O)C=C1 phenyl (4-(piperidin-1-ylsulfonyl)benzyl)carbamate